methyl 5-(benzyloxy)-6-(3,3-difluoroazetidin-1-yl)pyrimidine-4-carboxylate C(C1=CC=CC=C1)OC=1C(=NC=NC1N1CC(C1)(F)F)C(=O)OC